C(CCCCCCCCCCCCCCCCCCCCC)OC(CCCCCCCCCCCCCCCCCCC)=O arachidic acid docosyl ester